5-dinitroamino-1,2,4-triazole [N+](=O)([O-])N(C1=NC=NN1)[N+](=O)[O-]